BrC1=C(C=C(C=C1)C1=CC2=CN(N=C2C(=C1)OC)C)OCOC 5-[4-bromo-3-(methoxymethoxy)phenyl]-7-methoxy-2-methyl-2H-indazole